2-(3-(4-(1H-pyrazol-4-yl)phenyl)-1-(3-methoxybenzyl)-2-oxo-1,3,8-triazaspiro[4.5]decan-8-yl)-N-methylacetamide N1N=CC(=C1)C1=CC=C(C=C1)N1C(N(C2(C1)CCN(CC2)CC(=O)NC)CC2=CC(=CC=C2)OC)=O